O=C1OCC2=CC(=CC=C12)N1CCN(CC1)C(=O)OC(C)(C)C tert-Butyl 4-(1-oxo-1,3-dihydroisobenzofuran-5-yl)piperazine-1-carboxylate